BrC1=CC=CC(=N1)C(C(=O)OCC)(C)C Ethyl 2-(6-bromo-2-pyridyl)-2-methyl-propanoate